OC=1C=CC2=C(C(OC2=O)C2=C(NC3=C(C=CC=C23)[N+](=O)[O-])C=O)C1 3-(6-hydroxy-3-oxo-1,3-dihydro-2-benzofuran-1-yl)-7-nitro-1H-indole-2-carbaldehyde